C1=CC=C(C=C1)C2=CC=C(C=C2)CC(=O)O The molecule is a monocarboxylic acid in which one of the alpha-hydrogens is substituted by a biphenyl-4-yl group. An active metabolite of fenbufen, it is used as a topical medicine to treat muscle inflammation and arthritis. It has a role as a non-steroidal anti-inflammatory drug. It is a member of biphenyls and a monocarboxylic acid. It contains a biphenyl-4-yl group. It derives from an acetic acid.